5-[(5-methoxy-2-pyridyl)methoxy]isoindolin-1-one COC=1C=CC(=NC1)COC=1C=C2CNC(C2=CC1)=O